4-methyl-1,2,3,6-tetrahydropyridine CC=1CCNCC1